NC1CCC(CC1)(C#N)N1C2=NC(=NC=C2N(C1=O)C)NC=1C(=CC=2N(C1)N=CN2)C 4-amino-1-(7-methyl-2-((7-methyl-[1,2,4]triazolo[1,5-a]pyridin-6-yl)amino)-8-oxo-7,8-dihydro-9H-purin-9-yl)cyclohexane-1-carbonitrile